(R)-4-(4-methylpiperazin-1-yl)-N-(3-phenylbutyl)-1H-benzo[d]Imidazole-1-carboxamide CN1CCN(CC1)C1=CC=CC=2N(C=NC21)C(=O)NCC[C@@H](C)C2=CC=CC=C2